5-amino-2-(2-methoxyethyl)-N,N-dimethylbenzenesulfonamide NC=1C=CC(=C(C1)S(=O)(=O)N(C)C)CCOC